5-bromo-2-(1H-pyrazol-4-yl)pyridine ethyl-3-methyl-2-((methylsulfonyl)methyl)butanoate C(C)OC(C(C(C)C)CS(=O)(=O)C)=O.BrC=1C=CC(=NC1)C=1C=NNC1